(2r,3s)-3-amino-2-methylpyrrolidine-1-carboxylic acid tert-butyl ester C(C)(C)(C)OC(=O)N1[C@@H]([C@H](CC1)N)C